(8S,10S)-10-[(3-Amino-2,3,6-trideoxy-L-lyxohexopyranosyl)oxy]-7,8,9,10-tetrahydro-6,8,11-trihydroxy-8-(hydroxyacetyl)-1-methoxynaphthacene-5,12-dione hydrochloride Cl.N[C@H]1CC(O[C@H]([C@H]1O)C)O[C@H]1C[C@@](CC=2C(=C3C(C=4C=CC=C(C4C(C3=C(C12)O)=O)OC)=O)O)(C(CO)=O)O